Cl.Cl.N1=CC(=CC=C1)C=1C=C(C=CC1)NC(=O)[C@@H]1CNC[C@H]1C=1SC=CC1 |r| (±)-trans-N-[3-(pyrid-3-yl)phenyl]-4-(thien-2-yl)pyrrolidine-3-carboxamide bisHydrochloride